[Sb](=O)#CCOC(CCCCC)=O 2-antimonyl-ethylhexanoate